ClC1=C(C(=NN1C)C(F)(F)F)C(=O)N 5-chloro-1-methyl-3-trifluoromethyl-pyrazol-4-ylcarboxamide